ClC1=C(C=CC=C1Cl)C1=C2C(=NC=C1)N(C(=N2)C(=O)O)C 7-(2,3-dichlorophenyl)-3-methyl-3H-imidazo[4,5-b]pyridine-2-carboxylic acid